CC1CCCC=2C=CC=C(C12)N1CC=2N=CN=C(C2CC1)O 7-(8-methyl-5,6,7,8-tetrahydronaphthalen-1-yl)-5,6,7,8-tetrahydropyrido[3,4-d]pyrimidin-4-ol